3'-(spiro[cyclohexane-1,9'-fluoren]-4'-yl)-[1,1'-biphenyl] C1=CC=C(C=2C3=CC=CC=C3C3(C12)CCCCC3)C=3C=C(C=CC3)C3=CC=CC=C3